N-(Cyclohexylsulfonyl)-2-(naphthalen-2-yloxy)acetamide C1(CCCCC1)S(=O)(=O)NC(COC1=CC2=CC=CC=C2C=C1)=O